N-(1-(2-ethylphenyl)-3-oxo-2,3-dihydro-1H-pyrazolo[4,3-c]pyridin-6-yl)cyclopropanecarboxamide C(C)C1=C(C=CC=C1)N1NC(C=2C=NC(=CC21)NC(=O)C2CC2)=O